trans-1,2-cyclohexanediamine tetraacetate C(C)(=O)O.C(C)(=O)O.C(C)(=O)O.C(C)(=O)O.[C@@H]1([C@@H](CCCC1)N)N